FC=1C(=CC2=C(C(NC=3CNC[C@H](C23)N(C(=O)C=2C=C3C(=CC=CN3C2)C(F)F)C)=O)C1)F (S)-N-(8,9-difluoro-6-oxo-1,2,3,4,5,6-hexahydrobenzo[c][1,7]naphthyridin-1-yl)-8-(difluoromethyl)-N-methylindolizine-2-carboxamide